2-methoxy-5-(1-methyl-1H-pyrazol-4-yl)-4-(9-(piperazin-1-yl)-3-azaspiro[5.5]undecan-3-yl)aniline COC1=C(N)C=C(C(=C1)N1CCC2(CC1)CCC(CC2)N2CCNCC2)C=2C=NN(C2)C